9,9-bis-(3-bromophenyl)fluorene BrC=1C=C(C=CC1)C1(C2=CC=CC=C2C=2C=CC=CC12)C1=CC(=CC=C1)Br